C(C)(C)(C)NS(=O)(=O)C=1C=C(C=CC1)NC(=O)C1=NC=C(N=C1N1CCC2(CC2)CC1)[C@@](CO)(C)O (R)-N-(3-(N-(tert-Butyl)sulfamoyl)phenyl)-5-(1,2-dihydroxypropan-2-yl)-3-(6-azaspiro[2.5]octan-6-yl)pyrazine-2-carboxamide